CCCC1=NC=CN1 2-n-propylimidazole